(R)-4-(1-acetyl-4-acryloylpiperazin-2-yl)-6-chloro-N-(2,2-difluoroethyl)-[2,4'-bipyridine]-2'-carboxamide C(C)(=O)N1[C@@H](CN(CC1)C(C=C)=O)C1=CC(=NC(=C1)Cl)C1=CC(=NC=C1)C(=O)NCC(F)F